FC1=C(C(=CC=C1C1=NN(C(=C1)C(C)C)C)O)N1CC(NS1(=O)=O)=O 5-(2-fluoro-6-hydroxy-3-(5-isopropyl-1-methyl-1H-pyrazol-3-yl)phenyl)-1,2,5-thiadiazolidin-3-one 1,1-dioxide